C(C)C=1C=C2C(=C(C(NC2=CN1)=O)C#N)O 6-ethyl-4-hydroxy-2-oxo-1,2-dihydro-1,7-naphthyridine-3-carbonitrile